6-(1-methyl-1H-pyrazol-4-yl)-4-(6-(piperazin-1-yl)pyridin-3-yl)pyridine CN1N=CC(=C1)C1=CC(=CC=N1)C=1C=NC(=CC1)N1CCNCC1